C(C)[C@H]1OC2=C(CN(C1)CC=1C=C(C=CC1C)CC(C(=O)O)(C)C)C=C1C(=C2)OC(O1)(F)F 3-(3-(((R)-6-ethyl-2,2-difluoro-6,7-dihydro-[1,3]dioxolo[4',5':4,5]benzo[1,2-f][1,4]oxazepin-8(9H)-yl)methyl)-4-methylphenyl)-2,2-dimethylpropionic acid